ClC1=C(C=CC2=C1C(=N[C@H](C=1N2CNN1)C)C1=C(C=CC=C1F)F)Cl (4S)-7,8-dichloro-6-(2,6-difluorophenyl)-4-methyl-2,4-dihydro-[1,2,4]Triazolo[4,3-a][1,4]Benzodiazepine